C1(=CC(=CC=C1)C[C@H]1[C@H](CCC2=CCCC(N12)=O)NS(=O)(=O)C)C1=CC=CC=C1 |r| rac-N-{(3S,4S)-4-[([1,1'-biphenyl]-3-yl)methyl]-6-oxo-1,3,4,6,7,8-hexahydro-2H-quinolizin-3-yl}methanesulfonamide